CN1N=CC(=C1)C=1C=C2N(N=CC=C2N2C[C@@H]3CCC(C2)N3C3CC(C3)C#N)C1 (1S,3s)-3-(3-(6-(1-methyl-1H-pyrazol-4-yl)pyrrolo[1,2-b]pyridazin-4-yl)-3,8-diazabicyclo[3.2.1]oct-8-yl)cyclobutan-1-carbonitrile